(cis)-6-chloro-2-(S)-((5-(6-hydroxy-6-methyl-1-azaspiro[3.3]heptane-1-carbonyl)pyrimidin-2-yl)amino)-2,3-dihydro-1H-indene-4-carbonitrile ClC=1C=C(C=2C[C@H](CC2C1)NC1=NC=C(C=N1)C(=O)N1CCC12CC(C2)(C)O)C#N